C(#N)C1(CCC1)C(=O)N1CC2(CC2)[C@@H]([C@@H]1CC=1C(=C(C=CC1)C1=CC(=CC(=C1)F)F)F)NS(=O)(=O)C(F)F N-((6S,7S)-5-(1-cyanocyclobutane-1-carbonyl)-6-((2,3',5'-trifluoro-[1,1'-biphenyl]-3-yl)methyl)-5-azaspiro[2.4]heptan-7-yl)-1,1-difluoromethanesulfonamide